tris(3,6-dioxaoctyl)amine C(COCCOCC)N(CCOCCOCC)CCOCCOCC